(S*)-12-(5-(benzo[d][1,2,3]thiadiazol-5-yl)-1H-imidazol-2-yl)-7-chloro-8-fluoro-13,14-dihydro-2H-spiro[benzo[5,6]azocino[4,3-g]indolizine-3,1'-cyclopropane]-1,10(4H,12H)-dione S1N=NC2=C1C=CC(=C2)C2=CN=C(N2)C2CN1C(CC3(CC3)[C@H]1C1=C2C=2C(=C(C=NC1)Cl)C(=CC(C2)=O)F)=O |o1:22|